FC1=C(C(=C(C(=C1C(C(=O)[O-])C1=CC(=C(C=C1)OC)OC)F)F)F)F pentafluorophenyl-3,4-dimethoxyphenylacetate